C[Si](C1C(=CC2=C(C=CC=C12)C1=CC=CC=C1)C)(C1C(=CC2=C(C=CC=C12)C1=CC=CC=C1)C)C dimethyl-bis(2-methyl-4-phenylindenyl)silane